FC(C1=CC=C(CN2C=CC3=C(C=CC(=C23)C(=O)NC2(CC2)C2=CC=C(C(=O)O)C=C2)C2=CC(=CC=C2)C(F)(F)F)C=C1)(F)F 4-(1-(1-(4-(Trifluoromethyl)benzyl)-4-(3-(trifluoromethyl)phenyl)-1H-indol-7-amido)cyclopropyl)benzoic acid